N-aminoethyl(methyl)acrylamide NCCNC(C(=C)C)=O